(3-methyl-5-(3-methyl-4-cyanophenyl)amino-1H-pyrazol-1-yl)-5,6-dimethyl-4(3H)pyrimidinone CC1=NN(C(=C1)NC1=CC(=C(C=C1)C#N)C)C1=NC(=C(C(N1)=O)C)C